O=C1NC(CCC1N1C(C2=CC=CC(=C2C1=O)SCCCCCCC(=O)N1CCC(CC1)C1=CC=C(C(=O)N2CCC(CC2)CCCCNC(\C=C\C=2C=NC=CC2)=O)C=C1)=O)=O (E)-N-(4-(1-(4-(1-(7-((2-(2,6-dioxopiperidin-3-yl)-1,3-dioxoisoindolin-4-yl)thio)heptanoyl)piperidin-4-yl)benzoyl)piperidin-4-yl)butyl)-3-(pyridin-3-yl)acrylamide